ClCCCN1CCN(CC1)C1=C2C(N(C(C2=CC=C1)=O)C1C(NC(CC1)=O)=O)=O 4-(4-(3-chloropropyl)piperazin-1-yl)-2-(2,6-dioxopiperidin-3-yl)isoindoline-1,3-dione